CN1C(C2=CC(=CC=C2C=C1)C=1N=C(SC1)NC(CNC(OC(C)(C)C)=O)=O)=O tert-butyl (2-((4-(2-methyl-1-oxo-1,2-dihydroisoquinolin-7-yl)thiazol-2-yl)amino)-2-oxoethyl)carbamate